5-(2-bromophenyl)-3-(1-(pyridin-2-ylmethyl)-1H-benzo[d][1,2,3]triazol-5-yl)-1,2,4-oxadiazole BrC1=C(C=CC=C1)C1=NC(=NO1)C1=CC2=C(N(N=N2)CC2=NC=CC=C2)C=C1